(S)-1-[(S)-1-[(4-{2-(6-Aza-6-spiro[2.5]octyl)eth-yl}-1-piperidyl)carbonyl]-3-methylbutyl]-3-isobutyl-2-piperazinone C1CC12CCN(CC2)CCC2CCN(CC2)C(=O)[C@H](CC(C)C)N2C([C@@H](NCC2)CC(C)C)=O